1,5-dimethyl-4-((R)-1-phenylethoxycarbonyl-amino)pyrazol CN1N=CC(=C1C)NC(=O)O[C@H](C)C1=CC=CC=C1